2,3-dichloro-1-methoxy-4-nitro-benzene ClC1=C(C=CC(=C1Cl)[N+](=O)[O-])OC